N1C=NC(=C1)C1=C(N=C2N(C1=O)C=CC(=C2)OC)C(F)(F)F 3-(1H-imidazol-4-yl)-8-methoxy-2-(trifluoromethyl)-4H-pyrido[1,2-a]pyrimidin-4-one